C([O-])([O-])=O.[Li+].[P+3].C([O-])([O-])=O phosphorus compound with lithium carbonate